CC1=C(CSNC2=CC=C(C=C2)NC(=O)NCC2=CC=NC=C2)C=CC=C1 1-[4-(2-Methyl-benzylsulfanylamino)-phenyl]-3-pyridin-4-ylmethyl-urea